5-methyl-6,7-dihydro-4H-2-benzothiophen-5-amine hydrochloride Cl.CC1(CC=2C(=CSC2)CC1)N